BrC1=CC=2N=C(N=C(C2N=C1C(F)(F)F)O)O 7-bromo-6-(trifluoromethyl)pyrido[3,2-d]pyrimidine-2,4-diol